Cl.N[C@H]1[C@H](CC[C@H](C1)N(C)C(C)C)N1C([C@H](CC1)NC1=NC=NC2=CC=C(C=C12)C(F)(F)F)=O (S)-1-((1S,2R,4R)-2-amino-4-(isopropyl(methyl)amino)cyclohexyl)-3-((6-(trifluoromethyl)quinazolin-4-yl)amino)pyrrolidin-2-one hydrochloride